lithium bis(trifluoromethanesulfonyl)acetonitrile FC(S(=O)(=O)C(C#N)S(=O)(=O)C(F)(F)F)(F)F.[Li]